3-(3,4-difluorophenyl)-5-(3-nitro-4-(piperidin-4-yloxy)phenoxy)-pyridine FC=1C=C(C=CC1F)C=1C=NC=C(C1)OC1=CC(=C(C=C1)OC1CCNCC1)[N+](=O)[O-]